6-(2-chlorophenyl)-3-methyl-7-[1-(9H-purin-6-ylamino)ethyl]-5H-[1,3]thiazolo[3,2-a]pyrimidin-5-one Trifluoroacetic Acid Salt FC(C(=O)O)(F)F.ClC1=C(C=CC=C1)C1=C(N=C2N(C1=O)C(=CS2)C)C(C)NC2=C1N=CNC1=NC=N2